2,2-bis[4-(acryloyloxy-propoxy)phenyl]propane C(C=C)(=O)OCCCOC1=CC=C(C=C1)C(C)(C)C1=CC=C(C=C1)OCCCOC(C=C)=O